IC=1C=CC2=C3C1C=CC=C3C(C=3C=CC=CC23)(C)C 3-iodo-7,7-dimethyl-7H-benzo[de]anthracene